(2S)-2-(tert-butoxycarbonylamino)-3-(3-iodo-1-bicyclo[1.1.1]pentanyl)propionic acid methyl ester COC([C@H](CC12CC(C1)(C2)I)NC(=O)OC(C)(C)C)=O